N1(CCN(CCNCCC1)CC=1C(=C(C=C(C1)C)NC(CP(O)(O)=O)=O)O)CC=1C(=C(C=C(C1)C)NC(CP(O)(O)=O)=O)O {1,4,7-triazecane-1,4-diylbis[methylene(2-hydroxy-5-methyl-3,1-phenylene)azanediyl(2-oxoethane-2,1-diyl)]}bis(phosphonic acid)